N-(2-phenylpropyl)-1-[5-(pyridin-4-yl)-1H-pyrazole-3-carbonyl]piperidine-3-carboxamide C1(=CC=CC=C1)C(CNC(=O)C1CN(CCC1)C(=O)C1=NNC(=C1)C1=CC=NC=C1)C